O=C1NC(CCC1N1C(C2=CC=C(C=C2C1=O)OCCN1CC2(CN(C2)C(=O)OC(C)(C)C)C1)=O)=O tert-butyl 6-[2-[2-(2,6-dioxo-3-piperidyl)-1,3-dioxo-isoindolin-5-yl] oxyethyl]-2,6-diazaspiro[3.3]heptane-2-carboxylate